2-[(2,2,3,3,3-pentafluoropropoxy)methyl]oxirane FC(COCC1OC1)(C(F)(F)F)F